C(C)(C)(C)OC(=O)N1CC2(C1)CC(C2)(C2=CC=C(C=C2)C(F)(F)F)O 6-hydroxy-6-(4-(trifluoromethyl)phenyl)-2-azaspiro[3.3]heptane-2-carboxylic acid tert-butyl ester